5-chloro-4-(4,5-dimethyl-1H-pyrazol-3-yl)pyrimidine ClC=1C(=NC=NC1)C1=NNC(=C1C)C